4-(trifluoromethyl)-6-(trimethylstannyl)pyridin-2-amine FC(C1=CC(=NC(=C1)[Sn](C)(C)C)N)(F)F